FC=1C=C(C=C(C1)F)NC(NC1=C(C(=O)NC)C=CC(=C1)OC(F)(F)F)=O 2-[3-(3,5-difluorophenyl)ureido]-4-trifluoromethoxy-N-methylbenzamide